FC(C(C(C(S(=O)(=O)[O-])(F)F)(F)F)(F)F)(F)F.FC(C1=CC=C(C=C1)[I+]C1=CC=C(C=C1)C(F)(F)F)(F)F di(4-trifluoromethylphenyl)iodonium nonafluoro-n-butanesulfonate